COC1=C(N(C)C)C=CC(=C1)OC 2,4-dimethoxy-dimethylaniline